O=C1NC(CCC1N1C(C2=CC=C(C=C2C1=O)N1CCC(CC1)C(=O)OC(C)(C)C)=O)=O tert-butyl 1-[2-(2,6-dioxo-3-piperidyl)-1,3-dioxo-isoindolin-5-yl]piperidine-4-carboxylate